2-hydroxyl-4-oxo-2-(trifluoromethyl)adipate OC(C(=O)[O-])(CC(CC(=O)[O-])=O)C(F)(F)F